ClSC=1C=CC(=CC1)C(C#N)=C1CCN(CC1)C(=O)N1CCC(CC1)CO 2-(5-Chlorothiobenzene-2-yl)-2-(1-(4-(hydroxymethyl)piperidine-1-carbonyl)piperidin-4-ylidene)acetonitrile